tert-Butyl 8-chloro-1-methyl-1,2,3,5-tetrahydro-4H-benzo[e][1,4]diazepine-4-carboxylate ClC=1C=CC2=C(N(CCN(C2)C(=O)OC(C)(C)C)C)C1